S1C(NC2=C1C=CC=C2)C2=C(C(=CC(=C2)CCCCC)CCCCC)O 2-(2H-benzothiazol-2-yl)-4,6-diamyl-phenol